NC1=NC=CC(=C1/C=C/C(=O)N1CCN(CC1)C(=O)OC(C)(C)C)OC1=C(C=C(C=C1)NC(=O)C=1C(N(N=CC1)C1=CC=C(C=C1)F)=O)F (E)-tert-butyl 4-(3-(2-amino-4-(2-fluoro-4-(2-(4-fluorophenyl)-3-oxo-2,3-dihydropyridazine-4-carboxamido)phenoxy)pyridin-3-yl)acryloyl)piperazine-1-carboxylate